C1=C(C=CC2=CC=CC=C12)C(=O)NC=1SC2=C(N1)C=CC(=C2)C(=O)NCCOCCOCCNC(C2=CC=C(C=C2)CN2C1=NC(=NC(=C1N=C2O)N)OCCCC)=O 2-(2-naphthamido)-N-(2-(2-(2-(4-((6-amino-2-butoxy-8-hydroxy-9H-purin-9-yl)methyl)benzamido)ethoxy)ethoxy)ethyl)benzo[d]thiazole-6-carboxamide